CNC=1N=C(C(=NC1C=1C2=C(C=NC1)N(C=N2)C)C(=O)OC)NC2=CC=C(C=C2)[C@@H](C)N2CCOCC2 |o1:29| methyl 5-(methylamino)-6-(3-methylimidazo[4,5-c]pyridin-7-yl)-3-[4-[rel-(1R)-1-morpholinoethyl]anilino]pyrazine-2-carboxylate